C1(CCCC1)N(C(=O)OCC=1C(=NOC1C1=CC=C(C(=N1)C)NC(=O)C1C(CCCC1)C(=O)O)C)C 2-((6-(4-(((cyclopentyl(methyl)carbamoyl)oxy)methyl)-3-methylisoxazol-5-yl)-2-methylpyridin-3-yl)carbamoyl)cyclohexane-1-carboxylic acid